C(C)C1=C(C=C(C(=C1C)OCC)CC)O 2,5-diethyl-3-methyl-4-ethoxyphenol